C(C)C1=CC=C(C=C1)CC para-diethyl-benzene